FC(C1=NC=CC(=C1)B(O)O)(F)F (2-(trifluoromethyl)pyridin-4-yl)boronic acid